tert-butyl N-[3-[6-[[3-chloro-5-cyano-6-[(3S,4S,5R)-4-fluoro-3,5-dimethyl-1-piperidyl]-2-pyridyl]amino]-3-[2-(methylamino)-2-oxo-ethoxy]-2-oxo-1-quinolyl]propyl]carbamate ClC=1C(=NC(=C(C1)C#N)N1C[C@@H](C([C@@H](C1)C)F)C)NC=1C=C2C=C(C(N(C2=CC1)CCCNC(OC(C)(C)C)=O)=O)OCC(=O)NC